3-amino-N-{2-[3-amino-4-(propan-2-yloxy)pyrrolidin-1-yl]-4-fluoro-5,6,7,8-tetrahydroquinolin-6-yl}-6-methylthieno[2,3-b]pyridine-2-carboxamide NC1=C(SC2=NC(=CC=C21)C)C(=O)NC2CC=1C(=CC(=NC1CC2)N2CC(C(C2)OC(C)C)N)F